FC=1C=C(CC2=C(C3=C(COCC3)S2)C(=O)O)C=C(C1)F 2-(3,5-difluorobenzyl)-4,7-dihydro-5H-thieno[2,3-c]Pyran-3-carboxylic acid